(Z)-3,9-Dimethyl-6-isopropenyl-3,9-decadienyl propionate C(CC)(=O)OCC\C(=C/CC(CCC(=C)C)C(=C)C)\C